6-(2,8-Dimethylimidazo[1,2-b]pyridazin-6-yl)-2-(piperidin-4-yl)[1,3]thiazolo[4,5-b]pyridin-Hydrochlorid Cl.CC=1N=C2N(N=C(C=C2C)C=2C=C3C(=NC2)N=C(S3)C3CCNCC3)C1